FC=1C=C(C(=CC1[N+](=O)[O-])[N+](=O)[O-])OC 3-fluoro-4,6-dinitroanisole